C(C)(C)(C)C1=CC=C(C=C1)C=1C=C2CCC3(C(C2=CC1)NC(O[C@@H]1CN2CCC1CC2)=O)CC3 (S)-quinuclidin-3-yl (6'-(4-(tert-butyl)phenyl)-3',4'-dihydro-1'H-spiro[cyclopropane-1,2'-naphthalen]-1'-yl)carbamate